O1[C@H](COCC1)CN (S)-(1,4-dioxan-2-yl)methylamine